4-(2,6-dioxopiperidin-3-yl)-1,3-dioxoisoindoline-4-carboxamide O=C1NC(CCC1C1(C2C(NC(C2=CC=C1)=O)=O)C(=O)N)=O